rac-cis-3-chloro-5-{2-[4-[(4-methanesulfonylphenoxy)methyl]-2-methylpyrrolidin-1-yl]ethyl}benzonitrile ClC=1C=C(C#N)C=C(C1)CCN1[C@H](C[C@H](C1)COC1=CC=C(C=C1)S(=O)(=O)C)C |r|